NC1=CC(=NC=C1C(=O)N1CCC=2N(N=C3CCN(C[C@H]1C23)C(C=C)=O)C2=C(C=C(C=C2)C2CC2)OC(F)F)C(F)(F)F |o1:20| (R or S)-1-(5-(4-amino-6-(trifluoromethyl)nicotinoyl)-2-(4-cyclopropyl-2-(difluoromethoxy)phenyl)-2,3,4,5,5a,6,8,9-octahydro-7H-1,2,5,7-tetraazabenzo[cd]azulen-7-yl)prop-2-en-1-one